benzyl (2S,4R)-4-fluoro-4-((((E)-8-methoxy-8-oxooct-2-en-1-yl)oxy)methyl)pyrrolidine-2-carboxylate hydrochloride Cl.F[C@@]1(C[C@H](NC1)C(=O)OCC1=CC=CC=C1)COC\C=C\CCCCC(=O)OC